C(C(=O)C)(=O)O.O=C(O)CN(C)C(N)=N R-creatine pyruvate